5-Bromo-N-((6-((3R,5S)-3,5-dimethylpiperazin-1-yl)pyridin-2-yl)methyl)-7-tosyl-7H-pyrrolo[2,3-d]pyrimidin-4-amine BrC1=CN(C=2N=CN=C(C21)NCC2=NC(=CC=C2)N2C[C@H](N[C@H](C2)C)C)S(=O)(=O)C2=CC=C(C)C=C2